BrCC(=O)C1OCCOC1 2-bromo-1-(1,4-dioxan-2-yl)ethanone